N=C(NC(NC1=NC=C(C=C1N(C(OC(C)(C)C)=O)C)C(F)(F)F)=S)C1CC=2C=NC=CC2N1C(C)C tert-Butyl (2-(3-(imino(1-isopropyl-2,3-dihydro-1H-pyrrolo[3,2-c]pyridinyl)methyl)thioureido)-5-(trifluoromethyl)pyridin-3-yl)(methyl)carbamate